BrC1=CC=C(C2=C1CC(O2)C)NC(=O)NC2=CC(=C(C=C2)OC2CCN(CC2)CC)C(F)(F)F 1-(4-bromo-2-methyl-2,3-dihydrobenzofuran-7-yl)-3-(4-((1-ethylpiperidin-4-yl)oxy)-3-(trifluoromethyl)phenyl)urea